4-chloro-5-(4-chlorophenyl)-3-((1-(3,4-dichlorophenyl)-5-((S)-1-hydroxyethyl)-1H-1,2,4-triazol-3-yl)methyl)-1-((S)-3,3,3-trifluoro-2-hydroxypropyl)-1,3-dihydro-2H-imidazol-2-one ClC=1N(C(N(C1C1=CC=C(C=C1)Cl)C[C@@H](C(F)(F)F)O)=O)CC1=NN(C(=N1)[C@H](C)O)C1=CC(=C(C=C1)Cl)Cl